FC1=CC=C(CN2C(NC(N=C2)=O)=O)C=C1 1-(4-fluorobenzyl)-1,3,5-triazin-2,4-dione